3-methyl-4-((R)-1-phenyl-ethoxycarbonyloxy)-isoxazol CC1=NOC=C1OC(=O)O[C@H](C)C1=CC=CC=C1